1-(benzyloxy)heptadecan-9-yl 8-bromooctanoate BrCCCCCCCC(=O)OC(CCCCCCCCOCC1=CC=CC=C1)CCCCCCCC